N1=C(C=CC=C1)C1=NN2C(N=C(C=C2N2CCOCC2)N2N=C(C=C2)C=2C=C(C=CC2)C)=C1 (2-(pyridin-2-yl)-5-(3-(m-tolyl)-1H-pyrazol-1-yl)pyrazolo[1,5-a]pyrimidin-7-yl)morpholine